1,1,2-tris-(hydroxyphenyl)-ethane tert-butyl-(3S)-3-[[4-[1-(benzenesulfonyl)-6-bromo-indol-3-yl]-5-(trifluoromethyl)pyrimidin-2-yl]amino]piperidine-1-carboxylate C(C)(C)(C)OC(=O)N1C[C@H](CCC1)NC1=NC=C(C(=N1)C1=CN(C2=CC(=CC=C12)Br)S(=O)(=O)C1=CC=CC=C1)C(F)(F)F.OC1=C(C=CC=C1)C(CC1=C(C=CC=C1)O)C1=C(C=CC=C1)O